(R)- or (S)-1-(2,2-difluorocyclopropyl)-3-methyl-1H-pyrazol-4-ol FC1([C@@H](C1)N1N=C(C(=C1)O)C)F |o1:2|